(2E)-4-(dimethylamino)-1-[2-(4-methoxyphenyl)-3-(pyridin-4-yl)-6,7-dihydropyrazolo[1,5-a]pyrazin-5(4H)-yl]but-2-en-1-one CN(C/C=C/C(=O)N1CC=2N(CC1)N=C(C2C2=CC=NC=C2)C2=CC=C(C=C2)OC)C